tert-butyl 4-[[2,4-bis(trifluoromethyl)phenyl]methyl]piperidine-1-carboxylate FC(C1=C(C=CC(=C1)C(F)(F)F)CC1CCN(CC1)C(=O)OC(C)(C)C)(F)F